C(C)N(C=1C=C2OC3=CC=C4C(=C3C3(OC(C5=CC=CC=C35)=O)C2=CC1)C=CC=C4)CCC(C)C 9-[ethyl(3-methylbutyl)amino]spiro[12H-benzo[a]xanthene-12,1'(3'H)-isobenzofuran]-3'-one